7-(3-{[3-(3-methoxypropoxy)propyl]carbamoyl}azetidin-1-yl)-5-methyl-4-oxo-1-(1,3-thiazol-2-yl)-1,4-dihydro-1,8-naphthyridine-3-carboxylic acid COCCCOCCCNC(=O)C1CN(C1)C1=CC(=C2C(C(=CN(C2=N1)C=1SC=CN1)C(=O)O)=O)C